(s)-pentenylalanine C(=CCCC)N[C@@H](C)C(=O)O